COC1=CC=C(CSC2(CCN(CC2)C(=O)OC(C)(C)C)C(N[C@H](CCC=O)C2=CC=CC=C2)=O)C=C1 tert-butyl (R)-4-((4-methoxybenzyl)thio)-4-((4-oxo-1-phenylbutyl)carbamoyl)piperidine-1-carboxylate